C(#N)[C@@H]1C[C@@]2(CN1C([C@H](CC1=C(C=C(C(=C1)F)F)F)NC(=O)C=1NC3=CC=CC(=C3C1)OC)=O)C(NC1=CC=CC=C12)=O N-((S)-1-((3r,5'S)-5'-cyano-2-oxospiro[indol-3,3'-pyrrolidin]-1'-yl)-1-oxo-3-(2,4,5-trifluorophenyl)propan-2-yl)-4-methoxy-1H-indole-2-carboxamide